C(C(C)C)(=O)OC=1C(=NC=CC1OC)C(NC(C(=O)N[C@H](C(C1=CC=C(C=C1)OC)C1=CC=C(C=C1)OC)C)(C)C)=O (S)-2-((1-((1,1-bis(4-methoxyphenyl)propan-2-yl)amino)-2-methyl-1-oxopropan-2-yl)carbamoyl)-4-methoxypyridin-3-yl isobutyrate